N-(4-cyano-2,5-difluorophenyl)-5-(1,2-thiazol-3-yl)-1H-pyrrole-3-sulfonamide C(#N)C1=CC(=C(C=C1F)NS(=O)(=O)C1=CNC(=C1)C1=NSC=C1)F